4',5,7-tris-hydroxyisoflavone OC1=CC=C(C2=COC3=CC(=CC(=C3C2=O)O)O)C=C1